iridium (iii) trichloride hydrate O.[Ir](Cl)(Cl)Cl